C(C1=CC=C(C=C1)OC)(=O)C(C(C(=O)O)(O)C(C1=CC=C(C=C1)OC)=O)(O)C(=O)O (+)-di-p-anisoyltartaric acid